C1(CC1)C=1C=CC(=NC1)C(C)N1C[C@@H](N(C[C@H]1CC)C=1C=2C(N(C(C1)=O)C)=CN(N2)CC#N)CC 2-(7-((2S,5R)-4-(1-(5-cyclopropylpyridin-2-yl)ethyl)-2,5-diethylpiperazin-1-yl)-4-methyl-5-oxo-4,5-dihydro-2H-pyrazolo[4,3-b]pyridin-2-yl)acetonitrile